OCC1CCN(CC1)C(=O)OC(C)(C)C tert-Butyl 4-(hydroxymethyl)piperidine-1-carboxylate